5-CHLORO-4-METHYLPYRIDINE-3-BORONIC ACID ClC=1C(=C(C=NC1)B(O)O)C